ClC1=CC(=C(C=C1)C=1C2=C(N=C(N1)N1C[C@@H](OCC1)C=1C=NN(C1)C)N=C(C(=C2)C)C)F 4-(4-chloro-2-fluorophenyl)-6,7-dimethyl-2-((2S)-2-(1-methyl-1H-pyrazol-4-yl)-4-morpholinyl)pyrido[2,3-d]pyrimidine